4-(2-methoxyphenyl)-6-methyl-N-(6-(pyridin-2-yl)benzo[d]thiazol-2-yl)nicotinamide COC1=C(C=CC=C1)C1=CC(=NC=C1C(=O)NC=1SC2=C(N1)C=CC(=C2)C2=NC=CC=C2)C